N[C@](C(=O)OC(C)C)(CC(C)(C)C)C1=CC(=C(C=C1)B1OC(C(O1)(C)C)(C)C)F isopropyl (R)-2-amino-2-(3-fluoro-4-(4,4,5,5-tetramethyl-1,3,2-dioxaborolan-2-yl)phenyl)-4,4-dimethylpentanoate